ClC1=C(C=CC=C1)CC(=O)NC1=CCN(C=C1)C(C(F)F)(C)C 4-[[2-(2-Chlorophenyl)acetyl]amino]-N-(2,2-difluoro-1,1-dimethylethyl)pyridin